C1=CC(=CC=2C=CC=3OC4=C(C3C12)C1=CC=CC=C1C(=C4)S(=O)(=O)[O-])S(=O)(=O)[O-].[Na+].[Na+] sodium dinaphtho[2,1-b:1',2'-d]furan-3,9-disulphonate